Oxadiazole-3-carboxamidine O1NN(C=C1)C(=N)N